C(C1CO1)OCC1=C(C=C)C(=CC=C1)COCC1CO1 2,6-bis(glycidyloxymethyl)styrene